[Na+].CN1N=CC(=C1)C1=C(N(C=C1)S(N)(=O)=O)C(=O)[O-] 3-(1-Methyl-1H-pyrazol-4-yl)-1-sulfamoyl-1H-pyrrole-2-carboxylic acid, sodium salt